C(=O)O.C1(CCC1)CN1C2CC(CC1CCC2)NC(=O)C2=C1N(C=3C=CC=CC23)CCC1 N-(9-(cyclobutylmethyl)-9-azabicyclo[3.3.1]nonan-3-yl)-2,3-dihydro-1H-pyrrolo[1,2-a]indole-9-carboxamide formate